FC(C1=C(C=CC(=C1)C#CC(=O)N1C[C@@H](CC1)C(=O)N)C1=CC=CC=C1)(F)F (3R)-1-{3-[2-(trifluoromethyl)[1,1'-biphenyl]-4-yl]prop-2-ynoyl}pyrrolidine-3-carboxamide